O=C1C2=C(N=C(N1)[C@@H]1[C@H](CC1)N1N=C(C=C1)C(F)(F)F)N(N=C2C#N)[C@H](C)C=2C=NC(=CC2)C(F)(F)F 4-oxo-6-((1S,2S)-2-(3-(trifluoromethyl)-1H-pyrazol-1-yl)cyclobutyl)-1-((R)-1-(6-(trifluoromethyl)pyridin-3-yl)ethyl)-4,5-dihydro-1H-pyrazolo[3,4-d]pyrimidine-3-carbonitrile